o-anilinobenzoic acid N(C1=CC=CC=C1)C1=C(C(=O)O)C=CC=C1